[Si](C)(C)(C(C)(C)C)NS(=O)(=O)C=1SC=CC1 N-(tert-butyldimethylsilyl)thiophene-2-sulfonamide